ClC1=CC=CC=2C=3N(C(=NC12)N[C@H]1C(NCCCC1)=O)N=C(N3)C=3C=NN(C3)C (3R)-3-{[7-Chloro-2-(1-methyl-1H-pyrazol-4-yl)[1,2,4]triazolo[1,5-c]quinazolin-5-yl]amino}azepan-2-one